tert-butyl 2-(4-hydroxyphenyl)-6-methyl-3-oxo-1-({[2-(pyrimidin-4-yl)phenyl]methyl}carbamyl)-5H,6H,8H-imidazo[1,5-a]pyrazine-7-carboxylate OC1=CC=C(C=C1)N1C(N2C(CN(C(C2)C)C(=O)OC(C)(C)C)=C1C(NCC1=C(C=CC=C1)C1=NC=NC=C1)=O)=O